C(C)(C)(C)OC(N(CC1=CC(=CC=C1)[N+](=O)[O-])CCCCO)=O (4-hydroxybutyl)(3-nitrobenzyl)carbamic acid tert-butyl ester